[BH4-].[NH4+].C[N+]1(CCCC1)C.[BH4-] N,N-dimethyl-pyrrolidinium ammonium borohydride